5-[6-[4-[4-(3-Oxo-3-phenylprop-1-enyl)phenoxy]carbonylphenoxy]hexoxy]benzene-1,3-dicarboxylic acid O=C(C=CC1=CC=C(OC(=O)C2=CC=C(OCCCCCCOC=3C=C(C=C(C3)C(=O)O)C(=O)O)C=C2)C=C1)C1=CC=CC=C1